3-(1-((2-(3,5-dichlorophenyl)-6-((6-(4-methylpiperazin-1-yl)pyridin-3-yl)oxy)pyridin-4-yl)methyl)piperidin-4-yl)-2-methylpropanoic acid ClC=1C=C(C=C(C1)Cl)C1=NC(=CC(=C1)CN1CCC(CC1)CC(C(=O)O)C)OC=1C=NC(=CC1)N1CCN(CC1)C